2-bromo-1-(6-methylpyridin-3-yl)ethanone BrCC(=O)C=1C=NC(=CC1)C